4-chloro-2-[[4-[1-methyl-4-(trifluoromethyl)imidazol-2-yl]phenyl]methoxy]-5,7-dihydrothieno[3,4-d]pyrimidine ClC=1C2=C(N=C(N1)OCC1=CC=C(C=C1)C=1N(C=C(N1)C(F)(F)F)C)CSC2